N-benzyl-N-ethyl-2-(7-methyl-5-methoxy-1H-indol-3-yl)ethan-1-amine C(C1=CC=CC=C1)N(CCC1=CNC2=C(C=C(C=C12)OC)C)CC